2-chloro-5-((1,4-dimethoxy-3-methylnaphthalen-2-yl)methyl)pyridine ClC1=NC=C(C=C1)CC1=C(C2=CC=CC=C2C(=C1C)OC)OC